N1=CC=2C=3C(=CC=CC13)C(N=CC2)=O azepino[5,4,3-cd]indol-6-one